C[C@@H]1N([C@@H](CNC1)C)C(=O)N1CC2(N(C=3C(=NN=C(C3)C3=C(C(=CC=C3)F)O)NC2)CC1)C(F)(F)F ((2S,6R)-2,6-dimethylpiperazin-1-yl)(2-(3-fluoro-2-hydroxyphenyl)-6a-(trifluoro-methyl)-5,6,6a,7,9,10-hexahydro-8H-pyrazino[1',2':4,5]pyrazino[2,3-c]pyridazin-8-yl)methanone